ClC1=C(C=C(C=C1)CC(=O)ON1C(CCC1=O)=O)C(F)(F)F 2,5-dioxopyrrolidin-1-yl 2-(4-chloro-3-(trifluoromethyl)phenyl)acetate